COC(=O)C=1C(C2=C(NC1C)COC2=O)C2=C(C(=CC=C2)F)C2C(C2)(F)F methyl-4-(2-(2,2-difluorocyclopropyl)-3-fluorophenyl)-2-methyl-5-oxo-1,4,5,7-tetrahydrofuro[3,4-b]pyridine-3-carboxylate